chromium phosphinylamide salt [PH2](=O)[NH-].[Cr+3].[PH2](=O)[NH-].[PH2](=O)[NH-]